N-(3-bromopropyl)-3-iodo-benzamide BrCCCNC(C1=CC(=CC=C1)I)=O